C(CCCCCCCCCCC)NCCCN N-n-dodecyl-1,3-diaminopropane